CN1CCC(=CC1)C1=CC=CC=C1 1-Methyl-4-phenyl-1,2,3,6-tetrahydropyridine